C(C)(C)(C)OC(NC1CCC(CC1)CNC1=CC=C(C=C1)N1CC(N(C(C1)C)CC)C)=O ((1r,4r)-4-(((4-(4-ethyl-3,5-dimethylpiperazin-1-yl)phenyl)amino)methyl)cyclohexyl)carbamic acid tert-butyl ester